INDOLIN N1CCC2=CC=CC=C12